[Cl-].C[N+](CCCC)(C)C trimethyl-n-butyl-ammonium chloride